CC1=NC(=NO1)C=1C=C(C(=O)NCCC(=O)O)C=CC1 3-[[3-(5-methyl-1,2,4-oxadiazol-3-yl)benzoyl]amino]-propanoic acid